N-(2-fluoro-5-nitro-phenyl)acetamide (S)-quinuclidin-3-yl-(6-fluoro-5-(3-isopropoxyphenyl)-2,2-dimethyl-2,3-dihydro-1H-inden-1-yl)carbamate N12CC(C(CC1)CC2)N(C(O)=O)[C@H]2C(CC1=CC(=C(C=C21)F)C2=CC(=CC=C2)OC(C)C)(C)C.FC2=C(C=C(C=C2)[N+](=O)[O-])NC(C)=O